(1R,2S,5R)-1-amino-5-(2-boronoethyl)-2-(((S)-2-((tert-butoxycarbonyl)amino)-4-methylpentanamido)methyl)cyclohexane-1-carboxylic acid N[C@]1([C@@H](CC[C@H](C1)CCB(O)O)CNC([C@H](CC(C)C)NC(=O)OC(C)(C)C)=O)C(=O)O